3-((dimethylamino)methyl)-1H-indol-6-amine CN(C)CC1=CNC2=CC(=CC=C12)N